N,N-dimethyl-1,3-propylenbisacrylamid CN(C(C=CCCCC=CC(=O)N)=O)C